5-(((tert-Butyloxycarbonyl)(cyclobutylmethyl)amino)methyl)-2-formyl-4H-thieno[3,2-b]pyrrole-4-carboxylic acid tert-Butyl Ester C(C)(C)(C)OC(=O)N1C2=C(C=C1CN(CC1CCC1)C(=O)OC(C)(C)C)SC(=C2)C=O